COC(C)(C)[C@@H]1OCC2=CC=CC(=C2C1)CC(=O)OC(C)(C)C |r| Racemic-tert-butyl 2-(3-(2-methoxypropan-2-yl)isochroman-5-yl)acetate